1-methyl-3-methoxyethyl-1,2,4-triazole chlorine salt [Cl].CN1N=C(N=C1)CCOC